BrC1=C(C=NN1C1CC1)NC1=NC2=CC(=C(C=C2C=N1)Cl)C1CCN(CC1)C1COC1 N-(5-bromo-1-cyclopropyl-1H-pyrazol-4-yl)-6-chloro-7-(1-(oxetan-3-yl)piperidin-4-yl)quinazolin-2-amine